FC1=CC=C2[C@@H]([C@H](COC2=C1)N1C[C@H](CC1)F)NC=1C2=C(N=CN1)NC(=C2)C(F)(F)F N-((3R,4S)-7-FLUORO-3-((S)-3-FLUOROPYRROLIDIN-1-YL)CHROMAN-4-YL)-6-(TRIFLUOROMETHYL)-7H-PYRROLO[2,3-D]PYRIMIDIN-4-AMINE